C1(CCC1)N1N=CC(=C1C=1N=CC2=C(N1)N(C1=C2C=CN=C1)CC1=C(C=C(C=C1)OC)OC)OC 2-(1-Cyclobutyl-4-methoxy-1H-pyrazol-5-yl)-9-(2,4-dimethoxybenzyl)-9H-pyridino[4',3':4,5]pyrrolo[2,3-d]pyrimidine